(R)-N-(1-(3-(difluoromethyl)-2-fluorophenyl)ethyl)-6-methoxy-2-methyl-7-phenylquinazolin FC(C=1C(=C(C=CC1)C(C)N1[C@H](N=CC2=CC(=C(C=C12)C1=CC=CC=C1)OC)C)F)F